C(C)(C)(C)OC(\C=C\C1=CC=C(C=C1)C(C(=O)OC)(C)C)=O (E)-3-(4-(1-methoxy-2-methyl-1-oxoprop-2-yl)phenyl)acrylic acid tert-butyl ester